BrC=1C=2N(C(=NC1)N1CCC3(CC1)[C@@H](C=1C(=NC=CC1)C3)N[S@@](=O)C(C)(C)C)C=CN2 (S)-N-((S)-1'-(8-bromoimidazo[1,2-c]pyrimidin-5-yl)-5,7-dihydrospiro[cyclopenta[b]pyridin-6,4'-piperidin]-5-yl)-2-methylpropan-2-sulfinamide